NC=1NC(C=2N(C(N(C2N1)[C@@H]1O[C@@H](C[C@H]1O)CO)=O)CC=O)=O 2-(2-amino-9-((2R,3R,5S)-3-hydroxy-5-(hydroxymethyl)tetrahydrofuran-2-yl)-6,8-dioxo-1,6,8,9-tetrahydro-7H-purin-7-yl)acetaldehyde